ClC1=CC=C(C(=N1)C(=NO)N)O[C@H](C)C=1C=C(C=C2C(C(=C(OC12)C=1C=NN2C1CCC2)C)=O)C 6-Chloro-3-[(1R)-1-[2-(5,6-dihydro-4H-pyrrolo[2,1-e]pyrazol-3-yl)-3,6-dimethyl-4-oxo-chromen-8-yl]ethoxy]-N'-hydroxy-pyridine-2-carboxamidine